ethyl 2-(2-((5-bromo-2-(4-fluorophenyl)benzofuran-3-yl)methoxy)-4-methoxyphenyl)acetate BrC=1C=CC2=C(C(=C(O2)C2=CC=C(C=C2)F)COC2=C(C=CC(=C2)OC)CC(=O)OCC)C1